C(C1=CC=CC=C1)OC(=O)N[C@H](C(=O)O)C (2S)-2-(Benzyloxycarbonylamino)propionic acid